FC=1C(=C(C=2CC3N(C2C1)C(CC3)=C=O)F)C=O 6,8-Difluoro-3-carbonyl-2,3,9,9a-tetrahydro-1H-pyrrolo[1,2-a]indole-7-carbaldehyde